N2-(2-Methoxy-4-morpholinophenyl)-N4-(pyridin-3-yl)-5-(trifluoromethyl)pyrimidine-2,4-diamine COC1=C(C=CC(=C1)N1CCOCC1)NC1=NC=C(C(=N1)NC=1C=NC=CC1)C(F)(F)F